C1(CC(O)(C(=O)[O-])CC(=O)OCCCCCCCCO1)=O Octamethylene Citrate